FC1(C2CC(CC12)C(=O)NC1=CC(=C(C=C1)C)C=1N=NC=CC1)F cis-6,6-difluoro-N-(4-methyl-3-(pyridazin-3-yl)phenyl)bicyclo[3.1.0]hexane-3-carboxamide